C(CCC)C(C=CCCC(=O)[O-])CCCCCC 6-butyldodec-4-enoate